2-amino-N-(4-hydroxy-bicyclo[2.2.2]oct-1-yl)-5-(1-(1-(tetrahydro-2H-pyran-4-yl)piperidin-4-yl)-1H-indazol-5-yl)nicotinamide NC1=C(C(=O)NC23CCC(CC2)(CC3)O)C=C(C=N1)C=1C=C3C=NN(C3=CC1)C1CCN(CC1)C1CCOCC1